dioctyl-tin decanoate C(CCCCCCCCC)(=O)[O-].C(CCCCCCC)[Sn+2]CCCCCCCC.C(CCCCCCCCC)(=O)[O-]